N(=C=S)C1=CC=CC=C1 2-Isothiocyanobenzene